(S)-2-amino-N1,N5-bis(6-(bis(2-(((2S,3S,4S,5S,6R)-3,4,5-trihydroxy-6-(hydroxymethyl)tetrahydro-2H-pyran-2-yl)oxy)ethyl)amino)-6-oxohexyl)pentanediamide N[C@H](C(=O)NCCCCCC(=O)N(CCO[C@H]1O[C@@H]([C@H]([C@@H]([C@@H]1O)O)O)CO)CCO[C@H]1O[C@@H]([C@H]([C@@H]([C@@H]1O)O)O)CO)CCC(=O)NCCCCCC(N(CCOC1OC(C(C(C1O)O)O)CO)CCO[C@H]1O[C@@H]([C@H]([C@@H]([C@@H]1O)O)O)CO)=O